BrC=1C(=C2C(=NC(=NN2C1)C=1N(C=CN1)C)O)C1=NC=CC=C1 6-bromo-2-(1-methyl-1H-imidazol-2-yl)-5-(pyridin-2-yl)pyrrolo[2,1-f][1,2,4]triazin-4-ol